FC1=C(C=CC=C1F)[C@H]1N(CC[C@H](C1)NC)C(=O)N1CC2(CCCC2)[C@@H](CC1)CN1C(C=C(C=C1)C1=C(C=CC=C1)OC)=O 1-(((R)-7-((2S,4R)-2-(2,3-Difluorophenyl)-4-(methylamino)piperidine-1-carbonyl)-7-azaspiro[4.5]decan-10-yl)methyl)-4-(2-methoxyphenyl)pyridin-2(1H)-one